C(C)(C)(C)OC(=O)N[C@@H](C(=O)OC(C)(C)C)CCC(C)=O tert-butyl (R)-2-((tert-butoxycarbonyl)amino)-5-oxohexanoate